3-bromo-N-phenylbutylamide BrC(CC[NH-])CC1=CC=CC=C1